C(C)(C)(C)C=1C=C(C=C(C1)C(C)(C)C)C1=CC(=CC(=C1)C1=C(C=CC=2C3=CC=CC=C3C(C12)(C)C)N)C1=CC(=CC(=C1)C(C)(C)C)C(C)(C)C (3,3'',5,5''-tetra-t-butyl-1,1':3',1''-terphenyl-5'-yl)-9,9-dimethyl-9H-fluoren-2-amine